N-(4-((S)-2-(4-chloro-2,3-difluorophenyl)propyl)-6-(((R)-1-hydroxy-4-methylpent-2-yl)amino)-1,3,5-triazin-2-yl)methanesulfonamide ClC1=C(C(=C(C=C1)[C@H](CC1=NC(=NC(=N1)N[C@@H](CO)CC(C)C)NS(=O)(=O)C)C)F)F